FC(OCC1=CC=C(C=C1)[N+](=O)[O-])F 1-((difluoromethoxy)methyl)-4-nitrobenzene